C(C)N(CC)CC1=CC2=C(C(N(C=C2C(F)(F)F)C2=CC(=CC=C2)C2(CC(C2)OC)C2=NN=CN2C)=O)N1 2-((diethylamino)methyl)-6-(3-((1r,3r)-3-methoxy-1-(4-methyl-4H-1,2,4-triazol-3-yl)cyclobutyl)phenyl)-4-(trifluoromethyl)-1,6-dihydro-7H-pyrrolo[2,3-c]pyridin-7-one